Vinyl laurate (Vinyl laurate) C(=C)C(C(=O)O)CCCCCCCCCC.C(CCCCCCCCCCC)(=O)OC=C